ClC=1C(N(C(=CC1OCC1=NC=C(C=C1F)F)C)C1=CC(=NC=C1C)C1=NC(=CN=C1)C(C)(C)O)=O rel-3-chloro-4-[(3,5-difluoropyridin-2-yl)methoxy]-2'-[6-(2-hydroxypropan-2-yl)pyrazin-2-yl]-5',6-dimethyl-[1,4'-bipyridin]-2-one